NC=1C(=NC(=NC1C1=C2C=NNC2=CC=C1C)C=1C=NC=CC1F)C(=O)N 5-amino-2-(4-fluoro-3-pyridinyl)-6-(5-methyl-1H-indazol-4-yl)pyrimidine-4-carboxamide